(R)-N-(1-(3-(difluoromethyl)-2-fluorophenyl)ethyl)-6-(1-isopropylpiperidin-4-yl)-7-methoxy-2-methylpyrido[2,3-d]pyrimidin-4-amine FC(C=1C(=C(C=CC1)[C@@H](C)NC=1C2=C(N=C(N1)C)N=C(C(=C2)C2CCN(CC2)C(C)C)OC)F)F